4-bromo-2-((S)-3-carboxybutanoyl)-7-chloro-6-methoxy-3-methylisoindolin BrC1=C2C(N(CC2=C(C(=C1)OC)Cl)C(C[C@H](C)C(=O)O)=O)C